3-(2-methoxyethoxy)cyclobutan-1-amine COCCOC1CC(C1)N